tert-butyl (2-(4-nitrophenoxy)ethyl)carbamate [N+](=O)([O-])C1=CC=C(OCCNC(OC(C)(C)C)=O)C=C1